C(OCCC(Cl)(Cl)Cl)([O-])=O 2,2,2-trichloroethylmethyl carbonate